2-Chloro-6-((2S,5R)-4-(1-(3-chloro-4-fluorophenyl)-2-methylpropyl)-2,5-dimethylpiperazin-1-yl)-8-methyl-9-(((S)-tetrahydrofuran-2-yl)methyl)-9H-purine ClC1=NC(=C2N=C(N(C2=N1)C[C@H]1OCCC1)C)N1[C@H](CN([C@@H](C1)C)C(C(C)C)C1=CC(=C(C=C1)F)Cl)C